N-(tetrahydro-2H-pyran-3-yl)piperidin-4-amine O1CC(CCC1)NC1CCNCC1